Fmoc-L-3,3-diphenylalanine C(=O)(OCC1C2=CC=CC=C2C2=CC=CC=C12)N[C@@H](C(C1=CC=CC=C1)C1=CC=CC=C1)C(=O)O